(2-((2-(2,5-dioxo-2,5-dihydro-1H-pyrrol-1-yl)ethyl)(methyl)amino)ethyl)carbamic acid tert-butyl ester C(C)(C)(C)OC(NCCN(C)CCN1C(C=CC1=O)=O)=O